3,7-dimethyl-octanal CC(CC=O)CCCC(C)C